CN(CCCCCCCC)C N,N-dimethyl-octane-1-amine